N1CC(OCC1)OCC1=CC=C(C=C1)NC(N)=O 3-(4-((2-morpholinyloxy)methyl)phenyl)urea